methylpyrrolidinium chloride C[NH+]1CCCC1.[Cl-]